C(C=CCCCCCCCCCCCCCCCCC)(=O)O Icosenic acid